FC1=C(C=CC(=C1)F)[C@]1(C[C@@H](CO1)COC1=CC=C(C=C1)N1CCN(CC1)C1=CC=C(C=C1)NC(=O)NN)C N-(4-(4-(4-(((3R,5R)-5-(2,4-difluorophenyl)-5-methyltetrahydrofuran-3-yl)methoxy)phenyl)piperazin-1-yl)phenyl)hydrazinecarboxamide